γ-(glycidyloxy)propyltrimethoxysilane C(C1CO1)OCCC[Si](OC)(OC)OC